4-(3,3,4,4-tetramethylcyclopentylboran-1-yl)-3,6-dihydropyridine-1(2H)-carboxylic acid tert-butyl ester C(C)(C)(C)OC(=O)N1CCC(=CC1)BC1CC(C(C1)(C)C)(C)C